2-(2,4-Diethyl-6-methylphenyl)ethanol C(C)C1=C(C(=CC(=C1)CC)C)CCO